(R)-(-)-2-methyl-5-(1-propen-2-yl)-2-cyclohexen-1-one CC=1C(C[C@@H](CC1)C(=C)C)=O